5-Nitropent-2-ene [N+](=O)([O-])CCC=CC